CC1=C(C2=C(N=CN=C2NC2(CC2)C)O1)C(=O)N1CCC(CC1)C1=NC=C(C=N1)C 6-methyl-N-(1-methylcyclopropyl)-5-[4-(5-methylpyrimidin-2-yl)piperidine-1-carbonyl]furo[2,3-d]pyrimidin-4-amine